2-Bromoprop-2-en-1-amine BrC(CN)=C